(S)-2-(chloromethyl)-4-(methoxy-d3)-1-(oxetan-2-ylmethyl)-1H-benzo[d]imidazole-6-carboxylic acid methyl ester COC(=O)C=1C=C(C2=C(N(C(=N2)CCl)C[C@H]2OCC2)C1)OC([2H])([2H])[2H]